(4-(difluoromethyl)-2-((S)-1-hydroxyethyl)oxazol-5-yl)methanone FC(C=1N=C(OC1C=O)[C@H](C)O)F